FC1(CN(CC1)C(=O)C=1N=C2N(N1)[C@@H](C[C@@H]2F)C2=CC=CC=C2)F |r| (3,3-Difluoropyrrolidin-1-yl)-[rac-(5S,7S)-7-fluoro-5-phenyl-6,7-dihydro-5H-pyrrolo[1,2-b][1,2,4]triazol-2-yl]methanon